2-(2,4,5-trimethylcyclohex-2-en-1-yl)ethyl acetate C(C)(=O)OCCC1C(=CC(C(C1)C)C)C